[2-(2-aminoethyl)phenyl]-palladium chloride NCCC1=C(C=CC=C1)[Pd]Cl